6-methyl-N-(1-methylcyclopropyl)-5-{5h,6h,7h-pyrrolo[3,4-b]pyridine-6-carbonyl}furo[2,3-d]pyrimidin-4-amine CC1=C(C2=C(N=CN=C2NC2(CC2)C)O1)C(=O)N1CC2=NC=CC=C2C1